[Ag].[Sm] samarium-silver